FC=1C(=NC=CC1CN1C(OC2=C(C1C)C=CC(=C2)OC=2N=NC=CC2)=O)N 3-fluoro-4-{[4-methyl-2-oxo-7-(3-pyridazinyloxy)-3,4-dihydro-2H-1,3-benzoxazin-3-yl]methyl}-2-pyridylamine